C(C)OC(=O)C=1C=NN(C1C(F)(F)F)C1=C(C=C(C=C1)F)Cl 1-(2-chloro-4-fluorophenyl)-5-(trifluoromethyl)-1H-pyrazole-4-carboxylic acid ethyl ester